N1=NC(=CC=C1)OC1=CC=C(C=C1)C1CN(C1)C(=O)N1C[C@@H]2[C@@H](OCC(N2)=O)CC1 (+)-(4aR,8aS)-6-[3-(4-Pyridazin-3-yloxyphenyl)azetidine-1-carbonyl]-4,4a,5,7,8,8a-hexahydropyrido[4,3-b][1,4]oxazin-3-one